OC=1C(=NC2=CC=CC=C2C1)C1C(C2=CC=CC=C2C1=O)=O 2-(3-hydroxyquinolin-2-yl)indan-1,3-dione